ClC1=CC(=NC=C1C(=O)N[C@@H]1CC[C@H](CC1)C(=O)OC)Cl trans-Methyl 4-(4,6-dichloronicotinamido)cyclohexanecarboxylate